FC=1C=NC=CC1C1=CC=C(C=C1)NC([C@H](C(C1=CC=CC=C1)C1=CC=CC=C1)NC(OC(C)(C)C)=O)=O tert-butyl (S)-(1-((4-(3-fluoropyridin-4-yl)phenyl)amino)-1-oxo-3,3-diphenylpropan-2-yl)carbamate